6-bromo-3-(dicyanomethylene)inden-1-one BrC1=CC=C2C(CC(C2=C1)=O)=C(C#N)C#N